O[C@@H]1C[C@H](N(C1)C(=O)OC(C)(C)C)COC (2S,4R)-tert-butyl 4-hydroxy-2-(methoxymethyl)pyrrolidine-1-carboxylate